1-(quinolin-3-yl)-1H-imidazol-4-amine N1=CC(=CC2=CC=CC=C12)N1C=NC(=C1)N